CNC(CC1=C(C=CC=C1)C=NOC(C)C1=CC(=CC=C1)C(F)(F)F)=O N-methyl-2-[[[1-[3-(trifluoro-methyl)phenyl]ethoxy]imino]methyl]benzeneacetamide